C(C=C)(=O)OCC[SiH](CC)CC(OC)OC acryloyloxyethyldimethoxyethylethylsilane